o-xylenylphosphine selenide C1(C(C=CC=C1)C)(C)[PH2]=[Se]